tert-Butyl N-(tert-butoxycarbonyl)-N-(5-iodo-4-methyl-1,3-thiazol-2-yl)carbamate C(C)(C)(C)OC(=O)N(C(OC(C)(C)C)=O)C=1SC(=C(N1)C)I